CN1C(=NC(=C1)C(F)(F)F)N1CCC(CC1)CC1=CC=NC=2N=C(N=C(C21)N)C2=C(C=CC=C2)C(F)(F)F ((1-(1-methyl-4-(trifluoromethyl)-1H-imidazol-2-yl)piperidin-4-yl)methyl)-2-(2-(trifluoromethyl)phenyl)pyrido[2,3-d]pyrimidin-4-amine